NC=1C=C2CN(C(C2=CC1)=O)C 5-Amino-2-methylisoindoline-1-one